CC1C(CCC(=C1)C)C1OCC(CO1)(C(CC)C)C 2-(2,4-Dimethyl-3-cyclohexen-1-yl)-5-methyl-5-(1-methyl-propyl)-1,3-dioxan